(S)-quinuclidin-3-yl (5-(3,5-dichlorophenyl)-2,3-dihydro-1H-inden-1-yl)carbamat ClC=1C=C(C=C(C1)Cl)C=1C=C2CCC(C2=CC1)NC(O[C@@H]1CN2CCC1CC2)=O